3-((4-(2-(2,6-dioxopiperidin-3-yl)-1-oxoisoindolin-5-yl)piperidin-1-yl)methyl)benzonitrile O=C1NC(CCC1N1C(C2=CC=C(C=C2C1)C1CCN(CC1)CC=1C=C(C#N)C=CC1)=O)=O